C(=C)N1CC=CC=C1 1-vinylpyridine